N-(3-(6-(1-hydroxypropyl)-4-methylpyridin-3-yl)-1-methyl-2-oxo-1,2-dihydro-1,6-naphthyridin-7-yl)acetamide OC(CC)C1=CC(=C(C=N1)C=1C(N(C2=CC(=NC=C2C1)NC(C)=O)C)=O)C